glucosamine iron sulfate salt S(=O)(=O)([O-])[O-].[Fe+2].OC1[C@H](N)[C@@H](O)[C@H](O)[C@H](O1)CO